6-(4-Methylpyridazin-3-yl)benzo[d]oxazol-2(3H)-one CC1=C(N=NC=C1)C1=CC2=C(NC(O2)=O)C=C1